tert-butyl 2-[(9S)-7-[4-[4-(azetidin-3-yl)piperazin-1-yl]phenyl]-4,5,13-trimethyl-3-thia-1,8,11,12-tetrazatricyclo[8.3.0.02,6]trideca-2(6),4,7,10,12-pentaen-9-yl]acetate N1CC(C1)N1CCN(CC1)C1=CC=C(C=C1)C=1C=2C(=C(SC2N2C(=NN=C2[C@@H](N1)CC(=O)OC(C)(C)C)C)C)C